FC1(CN(CC[C@@H]1N(C(=O)NC=1C(N(C=C(C1)C(F)(F)F)C)=O)C)C=1C=C2C(=NC1)NN=C2C2CCN(CC2)C)F (S)-1-(3,3-difluoro-1-(3-(1-methylpiperidin-4-yl)-1H-pyrazolo[3,4-b]pyridin-5-yl)piperidin-4-yl)-1-methyl-3-(1-methyl-2-oxo-5-(trifluoromethyl)-1,2-dihydropyridin-3-yl)urea